O=CC(COP(OP(OC[C@@H]1[C@H]([C@H]([C@@H](O1)N1C=NC=2C(N)=NC=NC12)O)OP(=O)(O)O)(=O)O)(=O)O)(C=O)[C@@H](O)C(=O)NCCC(=O)NCCS diketo-CoA